S1C=NC2=C1C=CC(=C2)C2N(CC(CC2)C)C(C(=O)NC=2C=C(C(=NC2)NC(OC(C)(C)C)=O)C)=O tert-butyl N-[5-[[2-[2-(1,3-Benzothiazol-5-yl)-5-methyl-1-piperidyl]-2-oxo-acetyl]amino]-3-methyl-2-pyridyl]carbamate